2-(tert-butylamino)-2-oxo-1-phenylethyl 4-isocyanobenzoate [N+](#[C-])C1=CC=C(C(=O)OC(C(=O)NC(C)(C)C)C2=CC=CC=C2)C=C1